ClC1=NC=2N(C(=C1)Cl)N=C(C2C2CCOCC2)C(=O)OCC ethyl 5,7-dichloro-3-(tetrahydro-2H-pyran-4-yl)pyrazolo[1,5-a]pyrimidine-2-carboxylate